C(CCCCCCCCCCCCC)(=O)OCCCCCCCCCCCC(CCCCCCCC)(CCCCCCCC)CCCCCCCC Trioctyldodecyl Myristate